COC=1C=C(C=CC1)C#CCO 3-(3-methoxyphenyl)prop-2-yn-1-ol